4-p-toluyl-butyric acid C1(=CC=C(C=C1)CCCC(=O)O)C